CC1(C(C2=CCCCC2CC1)(C)C)O trimethyl-octahydro-2-naphthol